OCC1CNCC1 3-Hydroxymethylpyrrolidine